N[C@@H](CC(C)C)C(=O)[O-] LEUCINATE